BrC=1C(N(C(=CC1OCC1=C(C=C(C=C1)F)F)C)C1=C(C=C(C=C1F)F)F)=O 3-bromo-4-[(2,4-difluorobenzyl)oxy]-6-methyl-1-(2,4,6-trifluorophenyl)pyridin-2(1H)-one